ClC1=C(C(=O)O)C=C(C(=C1)C)[N+](=O)[O-] 2-chloro-4-methyl-5-nitrobenzoic acid